[N+](=O)([O-])N1CN(CN(CN(C1)[N+](=O)[O-])[N+](=O)[O-])[N+](=O)[O-] octahydro-1,3,5,7-tetranitro-1,3,5,7-tetraazocine